2-methoxy-1-(2-trimethylsilylethynyl)cyclohexanol COC1C(CCCC1)(O)C#C[Si](C)(C)C